C(C)OC1=C(C(CCC1)=O)C 3-ethoxy-2-methyl-2-cyclohexen-1-one